5-{2-[(3-bromophenyl)oxy]-5-[(2-nitrophenyl)amino]phenyl}-1H-pyrrole-2-carboxylic acid BrC=1C=C(C=CC1)OC1=C(C=C(C=C1)NC1=C(C=CC=C1)[N+](=O)[O-])C1=CC=C(N1)C(=O)O